2-(cyclopropylmethoxy)cyclohexan-1-ol C1(CC1)COC1C(CCCC1)O